CC1(COC1)NC1=CC=C(N=N1)C(=O)N (E)-6-((3-methyloxetan-3-yl)amino)pyridazine-3-carboxamide